(4-(2-(2,6-Dioxopiperidin-3-yl)-1-oxoisoindolin-5-yl)piperazin-1-yl)heptanoic acid O=C1NC(CCC1N1C(C2=CC=C(C=C2C1)N1CCN(CC1)C(C(=O)O)CCCCC)=O)=O